ClC1=CC=C(C=C1)C(C[Al](CC(C)C1=CC=C(C=C1)Cl)CC(C)C1=CC=C(C=C1)Cl)C tris[2-(4-chlorophenyl)propyl]aluminum